(R)-5-chloromethyl-2-oxanone ClC[C@@H]1CCC(OC1)=O